2-((6-((1H-indol-3-yl)amino)pyrimidin-4-yl)amino)ethan-1-ol N1C=C(C2=CC=CC=C12)NC1=CC(=NC=N1)NCCO